ethyl 4-amino-3-fluoro-5-{[(2S)-oxetan-2-ylmethyl]amino}benzoate NC1=C(C=C(C(=O)OCC)C=C1NC[C@H]1OCC1)F